2-bromo-N-((6-cyclopropyl-8-morpholinoimidazo[1,2-a]pyridin-2-yl)methyl)pyridin-4-amine BrC1=NC=CC(=C1)NCC=1N=C2N(C=C(C=C2N2CCOCC2)C2CC2)C1